3-(3-(benzyloxy)-6-oxo-6H-benzo[C]chromen-8-yl)bicyclo[1.1.1]pentane-1-carboxylic acid C(C1=CC=CC=C1)OC1=CC=C2C3=C(C(OC2=C1)=O)C=C(C=C3)C31CC(C3)(C1)C(=O)O